N1=C(C=CC=C1)CNCC1=CC=C(C=C1)CNC1CC2=C(C=CC=C2CC1)O N-(2-pyridinylmethyl)-N'-(8-hydroxy-1,2,3,4-tetrahydro-2-naphthalenyl)-1,4-benzenedimethanamine